(E)-4-(4-(2-(3-methylbenzylidene)hydrazinyl)-7-phenyl-5H-pyrrolo[3,2-d]pyrimidin-2-yl)morpholine CC=1C=C(\C=N\NC=2C3=C(N=C(N2)N2CCOCC2)C(=CN3)C3=CC=CC=C3)C=CC1